(3S,4R)-3-fluoro-1-methyl-4-piperidyl-1-(2,2,2-trifluoroethyl)indol-4-amine F[C@@H]1CN(CC[C@@H]1C=1N(C=2C=CC=C(C2C1)N)CC(F)(F)F)C